(1R,3S)-3-{1-tert-butyl-5-[(1,3-dioxo-2,3-dihydro-1H-isoindol-5-yl)amino]-1H-pyrazol-3-yl}cyclopentyl 4-nitrophenyl carbonate C(O[C@H]1C[C@H](CC1)C1=NN(C(=C1)NC=1C=C2C(NC(C2=CC1)=O)=O)C(C)(C)C)(OC1=CC=C(C=C1)[N+](=O)[O-])=O